C(C=C)(=O)OCCOC(C=1C(C(=O)[O-])=CC(C(=O)[O-])=CC1)=O acryloyloxyethyltrimellitate